1-N-ethyl-1-N-methylbenzene-1,2-diamine C(C)N(C=1C(=CC=CC1)N)C